C(C)OC(=O)C1=CC(=C2N1C(C(NC2C2=C(C=CC(=C2)F)Cl)=O)C)[N+](=O)[O-].C2(=CC=CC=C2)P(C2=CC=CC1=C2OC2=C1C=CC=C2P(C2=CC=CC=C2)C2=CC=CC=C2)C2=CC=CC=C2 4,6-Bis(diphenyl-phosphino)dibenzofuran Ethyl-1-(2-chloro-5-fluorophenyl)-4-methyl-8-nitro-3-oxo-1,2,3,4-tetrahydropyrrolo[1,2-a]pyrazine-6-carboxylate